5-(3,4-difluorobenzyl)-8-((1r,4r)-4-methylcyclohexyl)-2-(pyridazin-3-yl)-2,5,8-triazaspiro[3.5]nonane-6,9-dione FC=1C=C(CN2C3(CN(C3)C=3N=NC=CC3)C(N(CC2=O)C2CCC(CC2)C)=O)C=CC1F